NC1=NN2C(N=CC(=C2)F)=C1C(=O)NC=1C=NC=C(C1N1CCC(CC1)C(NC1CN(CC1)C)=O)F 2-amino-6-fluoro-N-(5-fluoro-4-(4-((1-methylpyrrolidin-3-yl)carbamoyl)piperidin-1-yl)pyridin-3-yl)pyrazolo[1,5-a]pyrimidine-3-carboxamide